C(C)C1=C(C=CC(=C1)OC1=C2C(=NC=C1)NC=C2)N2C(N(CC2=O)C=2C=NC=C(C2)C(F)(F)F)=O 3-[2-ethyl-4-(1H-pyrrolo[2,3-b]pyridin-4-yloxy)phenyl]-1-[5-(trifluoromethyl)-3-pyridinyl]-2,4-imidazolidinedione